C(C)(C)(C)OC(=O)N1CC(C1)C(N(C)C)=O 3-(dimethylcarbamoyl)azetidine-1-carboxylic acid tert-butyl ester